4-(3,4-dichlorophenoxy)-1-((pivaloyloxy)methyl)-1H-1,2,3-triazole-5-carboxylic acid ClC=1C=C(OC=2N=NN(C2C(=O)O)COC(C(C)(C)C)=O)C=CC1Cl